tert-butyl (5-(2-methoxyacetyl)thiazol-2-yl)carbamate COCC(=O)C1=CN=C(S1)NC(OC(C)(C)C)=O